(S)-5-chloro-N-(2,4-dimethoxybenzyl)-2-fluoro-4-((1-(3-fluorophenyl)ethyl)amino)-N-(thiazol-2-yl)benzenesulfonamide ClC=1C(=CC(=C(C1)S(=O)(=O)N(C=1SC=CN1)CC1=C(C=C(C=C1)OC)OC)F)N[C@@H](C)C1=CC(=CC=C1)F